(4S)-4-[4-(5-{[(2R,3S,5S)-2-fluoro-8-azabicyclo[3.2.1]octan-3-yl](methyl)amino}pyrazin-2-yl)-3-hydroxyphenyl]-1-methylpyrrolidin-2-one F[C@@H]1C2CC[C@@H](C[C@@H]1N(C=1N=CC(=NC1)C1=C(C=C(C=C1)[C@@H]1CC(N(C1)C)=O)O)C)N2